CN1C(=CC=2C=NC(=CC21)NC2CCOCC2)C2=NC(=NC=C2)C=C 1-methyl-N-(tetrahydro-2H-pyran-4-yl)-2-(2-vinylpyrimidin-4-yl)-1H-pyrrolo[3,2-c]pyridin-6-amine